2-chloro-N'-(8-fluoro-1,2,3,5,6,7-hexahydro-s-indacen-4-ylcarbamoyl)-4-(2-hydroxypropan-2-yl)benzenesulfonimidamide ClC1=C(C=CC(=C1)C(C)(C)O)S(=O)(N)=NC(NC1=C2CCCC2=C(C=2CCCC12)F)=O